COCCOCCOCC=1N=NN(C1)C1=CC=C(C=C1)CN (4-(4-((2-(2-methoxyethoxy)ethoxy)methyl)-1H-1,2,3-triazol-1-yl)phenyl)methanamine